OC1=C(C=C(C=C1)C=1OC2=C(C1)C(CCC2)=O)C 2-(4-hydroxy-3-methylphenyl)-6,7-dihydro-4(5H)-benzofuranone